COC=1C=C2C(=NC1C1(CCC3=CC=CC=C13)C#N)C(=NN2)C=2C=NN(C2)[C@@H]2CN(CC2)C(COC)=O (6-methoxy-3-(1-((S)-1-(2-methoxyacetyl)pyrrolidin-3-yl)-1H-pyrazol-4-yl)-1H-pyrazolo[4,3-b]pyridin-5-yl)-2,3-dihydro-1H-indene-1-carbonitrile